3-[(4-cyclopropanecarboxamido)phenyl]propanamide C1(CC1)C(=O)NC1=CC=C(C=C1)CCC(=O)N